C(C)(C)(C)N(C(=O)OC#CC(CCCCCCCCCCCC)C)CCC#CC1=CC(=CC=C1)NC1=NC(=C(N=C1C(N)=O)CC)NC1CCOCC1 3-methyl-1-pentadecyneol tert-butyl-(4-(3-((3-carbamoyl-5-ethyl-6-((tetrahydro-2H-pyran-4-yl)amino)pyrazin-2-yl)amino)phenyl)but-3-yn-1-yl)carbamate